C1(CC1)C1=NC(=CC(=C1)C1=C(C=C(C#N)C=C1)C1=NN=CN1C)N1C(C2=CC(=C(C(=C2C1)F)F)CNCCOC(F)(F)F)=O 4-{2-Cyclopropyl-6-[4,5-difluoro-1-oxo-6-({[2-(trifluoromethoxy)ethyl]amino}methyl)-3H-isoindol-2-yl]pyridin-4-yl}-3-(4-methyl-1,2,4-triazol-3-yl)benzonitrile